CN1C(N(C=2N=C(N(C2C1=O)C)SCC1=CC=C(C#N)C=C1)C)=O 4-((1,3,7-trimethyl-2,6-dioxo-2,3,6,7-tetrahydro-1H-purin-8-ylsulfanyl)methyl)benzonitrile